3-Bromo-2-methoxy-5-(methoxymethyl)aniline BrC=1C(=C(N)C=C(C1)COC)OC